4-{6-[(3S,4S)-4-amino-3-methyl-2-oxa-8-azaspiro[4.5]decan-8-yl]-1H-pyrazolo[3,4-b]pyrazin-3-yl}-N-methyl-1H,2H,3H,4H-pyrido[2,3-b]pyrazine-1-carboxamide hydrochloride Cl.N[C@@H]1[C@@H](OCC12CCN(CC2)C2=CN=C1C(=N2)NN=C1N1C2=C(N(CC1)C(=O)NC)C=CC=N2)C